(2S)-9-((2-Chloro-4-((4-Chloro-6-methylpyridin-2-yl)oxy)phenyl)(hydroxy)methyl)-2-(methoxymethyl)-2-Methyl-1,2,4,7-tetrahydro-3H-pyrrolo[3',2':5,6]pyrido[3,4-b]pyrazin-3-one ClC1=C(C=CC(=C1)OC1=NC(=CC(=C1)Cl)C)C(C1=CNC2=C1C1=C(NC([C@](N1)(C)COC)=O)C=N2)O